C(C)(C)(C)N(C(=O)OC(C)N1C(C(C1)OC1=NN(C=C1N)C)(C)C)[C@@H](C)C1=NC=NN1C1=NC=C(C=C1)N racemic-1-(3-((4-amino-1-methyl-1H-pyrazol-3-yl)oxy)-2,2-dimethylazetidin-1-yl)ethanol Tert-butyl-{(1S)-1-[1-(5-aminopyridin-2-yl)-1H-1,2,4-triazol-5-yl]ethyl}carbamate